tert-butyl ((3R,6S)-6-((2-oxo-2-((cis)-3-(trifluoromethoxy)cyclobutyl)ethyl)carbamoyl)tetrahydro-2H-pyran-3-yl)carbamate O=C(CNC(=O)[C@@H]1CC[C@H](CO1)NC(OC(C)(C)C)=O)[C@@H]1C[C@@H](C1)OC(F)(F)F